ClC=1C=C(C(=NC1)C1=NC(=CC=2N=C(N(C(C21)=O)C)C)N2C[C@@H](OCC2)C=2C=NN(C2)C)F (S)-5-(5-chloro-3-fluoropyridin-2-yl)-2,3-dimethyl-7-(2-(1-methyl-1H-pyrazol-4-yl)morpholino)pyrido[4,3-d]pyrimidin-4(3H)-one